(R)-2-((((9H-fluoren-9-yl)methoxy)carbonyl)amino)-3-(2-((tert-butoxycarbonyl)amino)pyrimidin-5-yl)propanoic acid C1=CC=CC=2C3=CC=CC=C3C(C12)COC(=O)N[C@@H](C(=O)O)CC=1C=NC(=NC1)NC(=O)OC(C)(C)C